NC1=C(C(N(C2=CC(=CC=C12)NCC(F)(F)F)C1=C(C=C(C=C1)N)C)=O)C(=O)OC([2H])([2H])[2H] methyl-d3 4-amino-1-(4-amino-2-methylphenyl)-7-((2,2,2-trifluoroethyl) amino)-2-oxo-1,2-dihydroquinoline-3-carboxylate